FC(CCCNC[C@H](O)C1=CC(=C(C=C1)O)CO)(CCOCCCCC1=CC=CC=C1)F (R,S)-4-(2-{[4,4-difluoro-6-(4-phenylbutoxy)hexyl]amino}-1-hydroxy-ethyl)-2-(hydroxy-methyl)phenol